NC1=C(C=CC=C1)S(=O)(=O)C1=C(C=CC=C1)N 2-aminophenylsulfone